BrC=1C=C2C(=CC=N2)N1 2-bromopyrrolopyrrole